OC1CN(C1)CC1=CNC=C1C 3-((3-hydroxyazetidin-1-yl)methyl)-4-methyl-1H-pyrrole